N-Bocisoleucine tert-butyl-4-(pyridazin-3-ylmethyl)-1,4-diazepane-1-carboxylate C(C)(C)(C)C1N(CCCN(C1)CC=1N=NC=CC1)C(=O)O.C(=O)(OC(C)(C)C)N[C@@H]([C@@H](C)CC)C(=O)O